FC=1C(=CC2=C(N=C(O2)C)C1)CO (5-fluoro-2-methylbenzo[d]oxazol-6-yl)methanol